3-(2-fluoro-4-pyridinyl)pyrazolo[1,5-a]Pyrimidine FC1=NC=CC(=C1)C=1C=NN2C1N=CC=C2